CC1=C(C(=O)O)C(=CC=C1)C(NC1=NC(=CC=C1)C)=O 2-methyl-6-[(6-methylpyridin-2-yl)carbamoyl]benzoic acid